ethyl 2-(2-((5-(2-cyano-3-methoxypyridin-4-yl)-1-cyclopentyl-1H-indazol-3-yl)methoxy)phenyl)acetate C(#N)C1=NC=CC(=C1OC)C=1C=C2C(=NN(C2=CC1)C1CCCC1)COC1=C(C=CC=C1)CC(=O)OCC